2-[2-[(6-ethoxy-1,3-benzothiazol-2-yl)methylcarbamoyl]indan-2-yl]acetic acid C(C)OC1=CC2=C(N=C(S2)CNC(=O)C2(CC3=CC=CC=C3C2)CC(=O)O)C=C1